4-[[(1R)-1-[3-(1,1-difluoro-2-hydroxy-ethyl)phenyl]ethyl]amino]-2,8-dimethyl-6-(1,2,3,6-tetrahydropyridin-4-yl)pyrido[2,3-d]pyrimidin-7-one FC(CO)(F)C=1C=C(C=CC1)[C@@H](C)NC=1C2=C(N=C(N1)C)N(C(C(=C2)C=2CCNCC2)=O)C